glycerol tris(3-mercaptopropionate) SCCC(=O)OCC(OC(CCS)=O)COC(CCS)=O